cadmium-copper-lead [Pb].[Cu].[Cd]